CC=1C=CC(=NC1)C1=CC2=CC=CC=C2C=C1 5-methyl-2-(Naphthalen-2-yl)pyridine